[Si](C)(C)(C(C)(C)C)OCC(C)(O)S1C=NC=C1S(=O)(=O)N 1-((tert-Butyldimethylsilanyloxy)-2-hydroxypropyl-2-yl)thiazole-5-sulfonamide